5-(cyanomethyl)-3-ethylsulfonyl-pyridine-2-carboxylic acid methyl ester COC(=O)C1=NC=C(C=C1S(=O)(=O)CC)CC#N